ClC=1C(=C(C=CC1)NC1=C(NC2=C1C(NCC2)=O)C2=C(C=NC=C2)OC[C@H]2NCCC2)F 3-[(3-chloro-2-fluorophenyl)amino]-2-{3-[(2S)-pyrrolidin-2-ylmethoxy]pyridin-4-yl}-1H,5H,6H,7H-pyrrolo[3,2-c]pyridin-4-one